1-methyl-3-(hydroxymethyl)pyridin-2(1H)-one CN1C(C(=CC=C1)CO)=O